ClC=1C=C2CC3(C(C2=CC1)O)CN(C3)C 5'-chloro-1-methyl-1',3'-dihydrospiro[azetidin-3,2'-indene]-1'-ol